C(C)(=O)NC1CC(N(C(C1)(C)C)O)(C)C 4-Acetamido-1-hydroxy-2,2,6,6-tetramethylpiperidine